ClC1=NC(=C(C=C1C(N1C[C@H](N(C[C@@H]1C)C(=O)OC(C)(C)C)C)=NS(N)(=O)=O)Cl)C1=C(C=CC=C1)F tert-Butyl (2R,5S)-4-((2,5-dichloro-6-(2-fluorophenyl)pyridin-3-yl)(sulfamoylimino)methyl)-2,5-dimethylpiperazine-1-carboxylate